N1(CCCC1)C(=O)C1=C(C=CC=C1)C1=C2CN(CC2=CC=C1)C#N 4-(2-(pyrrolidine-1-carbonyl)phenyl)isoindoline-2-carbonitrile